6-(difluoromethoxy)-5-fluoro-N-((5-methylpyrazolo[1,5-b]pyridazin-3-yl)methyl)nicotinamide FC(OC1=NC=C(C(=O)NCC=2C=NN3N=CC(=CC32)C)C=C1F)F